ClC=1C(=CNC(C1)=O)C(=O)O 4-chloro-6-oxo-1,6-dihydropyridine-3-carboxylic acid